NC1=CC=C(C=N1)C=CC(=O)NCC=1OC2=C(C1)C=C(C=C2Cl)C2=NC=C(C=N2)C(=O)O 2-(2-((3-(6-aminopyridin-3-yl)acrylamido)methyl)-7-chlorobenzofuran-5-yl)pyrimidine-5-carboxylic acid